FC=1C=C(CNC(=O)C2[C@H]3CNC[C@@H]23)C=CC1 (1R,5S,6r)-N-(3-fluorobenzyl)-3-azabicyclo[3.1.0]hexane-6-carboxamide